tert-Butyl (3-cyano-4-(3-(3-(cyclopropyl(methyl)amino)azetidin-1-yl)-5-fluoro-7,9-dihydrofuro[3,4-f]quinazolin-6-yl)-7-fluorothieno[3,2-c]pyridin-2-yl)carbamate C(#N)C1=C(SC2=C1C(=NC=C2F)C=2C1=C(C=3C=NC(=NC3C2F)N2CC(C2)N(C)C2CC2)COC1)NC(OC(C)(C)C)=O